FC(C(=O)O)(F)F.ClC1=CC=C(C[C@@H]2N(C[C@@H]3COCCN3C2)C2CCC(CC2)C=2OC(=CN2)C)C=C1 (7S,9aR)-7-(4-chlorobenzyl)-8-(4-(5-methyloxazol-2-yl)-cyclohexyl)octahydro-pyrazino[2,1-c][1,4]oxazine 2,2,2-trifluoroacetate